Cl.[C@H]12CC(C[C@H](CC1)N2)N(C=2SC1=C(N2)SC(=N1)C1=NC=C(C=C1O)N1N=CC(=C1)C)C 2-(5-{[(1R,3s,5S)-8-azabicyclo[3.2.1]octan-3-yl](methyl)amino}[1,3]thiazolo[5,4-d][1,3]thiazol-2-yl)-5-(4-methyl-1H-pyrazol-1-yl)pyridin-3-ol hydrochloride